C(C)(C)(C)OC(=O)NC(C(CCOCC(=O)OCC)(C)C)C(=O)N1[C@@H](C[C@H](C1)O)C(NCC1=CC=C(C=C1)C#C)=O Ethyl 2-((4-((tert-butoxycarbonyl)amino)-5-((2S,4R)-2-((4-ethynylbenzyl)carbamoyl)-4-hydroxypyrrolidin-1-yl)-3,3-dimethyl-5-oxopentyl)oxy)acetate